COC=1C(=CC2=CC=CC=C2C1)CO (3-Methoxynaphthalene-2-yl)methanol